tert-butyl((4-isocyanato-3,5-dimethylbenzyl)oxy)dimethylsilane C(C)(C)(C)[Si](C)(C)OCC1=CC(=C(C(=C1)C)N=C=O)C